FC(S(=O)(=O)OC1=NC=2CN(CCC2C=C1)C(=O)OC(C)(C)C)(F)F tert-butyl 2-(trifluoromethanesulfonyl-oxy)-6,8-dihydro-5H-1,7-naphthyridine-7-carboxylate